tert-butyl N-[8-[5-[(1R)-1-[(2S,4R)-4-hydroxy-2-[[4-(4-methylthiazol-5-yl)phenyl]methylcarbamoyl]pyrrolidine-1-carbonyl]-2-methyl-propyl]isoxazol-3-yl]oxyoctyl]carbamate O[C@@H]1C[C@H](N(C1)C(=O)[C@H](C(C)C)C1=CC(=NO1)OCCCCCCCCNC(OC(C)(C)C)=O)C(NCC1=CC=C(C=C1)C1=C(N=CS1)C)=O